C(CC(C)C)OC=1C=C(C=CC1N1CCN(CC1)C)NC=1N=CC2=C(N1)N(C(C=C2C#C[Si](C(C)C)(C(C)C)C(C)C)=O)C 2-((3-(isopentyloxy)-4-(4-methylpiperazin-1-yl)phenyl)amino)-8-methyl-5-((triisopropylsilyl)ethynyl)pyrido[2,3-d]pyrimidin-7(8H)-one